FC1=C(CN2C(C=3C=CC=NC3C(=C2)C(=O)N[C@@H]2[C@H](CCCC2)O)=O)C(=CC(=C1)C1=CC=NN1C)F 6-(2,6-difluoro-4-(1-methyl-1H-pyrazol-5-yl)benzyl)-N-((1S,2S)-2-hydroxycyclohexyl)-5-oxo-5,6-dihydro-1,6-naphthyridine-8-carboxamide